dimethyl-6-nitrospiro[chromene-2,2'-indolin] CC1(C2(NC3=CC=CC=C13)OC1=CC=C(C=C1C=C2)[N+](=O)[O-])C